4-oxo-3-(trifluoromethyl)-4,7-dihydro-5H-spiro[[1]benzofuran-6,1'-cyclopropane]-2-carboxylic acid ethyl ester C(C)OC(=O)C=1OC2=C(C1C(F)(F)F)C(CC1(CC1)C2)=O